N-[[(3aR,5s,6aS)-2-(5-bicyclo[2.2.1]hept-2-enylmethyl)-3,3a,4,5,6,6a-hexahydro-1H-cyclopenta[c]pyrrol-5-yl]methyl]-6-(2-chloro-5-fluoro-phenyl)pyridazin-3-amine C12C=CC(C(C1)CN1C[C@@H]3[C@H](C1)CC(C3)CNC=3N=NC(=CC3)C3=C(C=CC(=C3)F)Cl)C2